3-(4-Cyclobutoxyphenylmethyl)-1-(4-fluorophenylmethyl)-1-(2-(1-methylpyrrolidin-2-yl)ethyl)urea C1(CCC1)OC1=CC=C(C=C1)CNC(N(CCC1N(CCC1)C)CC1=CC=C(C=C1)F)=O